N6-((propargyloxy)-carbonyl)-L-lysine C(C#C)OC(=O)NCCCC[C@H](N)C(=O)O